C(C1=CC=CC=C1)OC1=C(C=C(CCNC(C)=O)C=C1)OC N-(4-(benzyloxy)-3-methoxyphenethyl)acetamide